P(OCC(CCCC)CC)([O-])=O.[Ni+2].[Ni+2].C(C)C(COP([O-])=O)CCCC.C(C)C(COP([O-])=O)CCCC.C(C)C(COP([O-])=O)CCCC nickel nickel (2-ethylhexyl) phosphonate